[GeH2]1C=CC=C1 germole